4-(benzo[d]oxazolin-2(3H)-one-5-yl)-N2-[2-(4-ethylpiperazin-1-yl)-3-fluoropyridin-5-yl]-5-methyl-2,4-pyrimidinediamine O1C(NC2=C1C=CC(=C2)C2(NC(=NC=C2C)NC=2C=C(C(=NC2)N2CCN(CC2)CC)F)N)=O